C(C)(C)(C)OC(=O)N1C[C@H](CC1)N1C(N(C=2C1=NC=CC2)C2=C(C=C(C=C2)Cl)O)=O (S)-3-(1-(4-chloro-2-hydroxyphenyl)-2-oxo-1,2-dihydro-3H-imidazo[4,5-b]pyridin-3-yl)pyrrolidine-1-carboxylic acid tert-butyl ester